CS(=O)(=O)C1(CC1)C1=CC=C(O1)C(=O)NC12CC(C1)(C2)C=2N=C(SC2)C2=CC=CC=C2 5-(1-methylsulfonylcyclopropyl)-N-[3-(2-phenylthiazol-4-yl)-1-bicyclo[1.1.1]pentanyl]furan-2-carboxamide